3,4-difluoro-2-nitrophenol FC=1C(=C(C=CC1F)O)[N+](=O)[O-]